NC1=NC=CC(=N1)C=1C2=C(C(=NC1)NCC=1C=C(C(=O)NC3=NC=C(C=C3)N3CCN(CC3)C(CCN(C)C)=O)C=CC1)CCO2 3-(((7-(2-aminopyrimidin-4-yl)-2,3-dihydrofuro[3,2-c]pyridin-4-yl)amino)methyl)-N-(5-(4-(3-(dimethylamino)propanoyl)piperazin-1-yl)pyridin-2-yl)benzamide